5-Chloro-3-cyclopropyl-6-fluoro-1H-benzimidazol-2-one ClC1=CC2=C(NC(N2C2CC2)=O)C=C1F